isopropyl-ethyl-[(trimethylsiloxy)dimethyl-siloxy]silane methyl-2-((6-fluoro-2-methylpyridin-3-yl)oxy)-4-methyl-5-nitronicotinate COC(C1=C(N=CC(=C1C)[N+](=O)[O-])OC=1C(=NC(=CC1)F)C)=O.C(C)(C)[SiH](O[Si](C)(C)O[Si](C)(C)C)CC